[Ti].[Nb].[Mo].BrC=1C=C2C=C(C(=NC2=CC1)OC)C(O)C1=C(SC(=C1)C)C (6-bromo-2-methoxyquinolin-3-yl)(2,5-dimethylthiophen-3-yl)methanol molybdenum-niobium titanium